ClC=1C(=NC(=CC1)N1CCN(CC1)C)[C@@H](CO)NC(CC)=O N-[(1S)-1-[3-chloro-6-(4-methylpiperazin-1-yl)pyridin-2-yl]-2-hydroxyethyl]propionamide